O=C1NC(=CC=C1C(=O)N[C@@H](C1=CC=C(C=C1)C)[C@H]1COCCC1)C(F)(F)F 2-oxo-N-((R)-((S)-tetrahydro-2H-pyran-3-yl)(p-tolyl)methyl)-6-(trifluoromethyl)-1,2-dihydropyridine-3-carboxamide